9,9-bis(3-methyl-4-hydroxyphenyl)fluorene CC=1C=C(C=CC1O)C1(C2=CC=CC=C2C=2C=CC=CC12)C1=CC(=C(C=C1)O)C